(E)-N-(4-(1-(4-(1-(4-((2-(2,6-dioxopiperidin-3-yl)-1,3-dioxoisoindolin-5-yl)ethynyl)benzyl)piperidin-4-yl)benzoyl)piperidin-4-yl)butyl)-3-(pyridin-3-yl)acrylamide O=C1NC(CCC1N1C(C2=CC=C(C=C2C1=O)C#CC1=CC=C(CN2CCC(CC2)C2=CC=C(C(=O)N3CCC(CC3)CCCCNC(\C=C\C=3C=NC=CC3)=O)C=C2)C=C1)=O)=O